CN1C(C(=CC2=C1N=C(N=C2)S(=O)(=O)C)OC=2C(=C(C=CC2)CC(=O)[O-])[N+](=O)[O-])=O [3-(8-methyl-2-methylsulfonyl-7-oxo-pyrido[2,3-d]pyrimidin-6-yl)oxy-2-nitro-phenyl]acetate